6-(2,6-dichloro-3,5-dimethoxyphenyl)-4,5,6,7-tetrahydro-1H-indazole-3-carboxylic acid ethyl ester C(C)OC(=O)C1=NNC=2CC(CCC12)C1=C(C(=CC(=C1Cl)OC)OC)Cl